(3E)-6-(ethoxymethoxy)-3-hexenylmagnesium iodide C(C)OCOCC/C=C/CC[Mg]I